N-(3-chloro-4-methylphenyl)-4-(4-(4-(N-phenylpropionamido)piperidin-1-yl)pyrimidin-2-yl)piperazine-1-carboxamide ClC=1C=C(C=CC1C)NC(=O)N1CCN(CC1)C1=NC=CC(=N1)N1CCC(CC1)N(C(CC)=O)C1=CC=CC=C1